dicarboxyl-ethylene glycol C(=O)(O)C(C(C(=O)O)O)O